O=C1N[C@H]2CN([C@@H]1C2)C(=O)OC(C)(C)C tert-butyl (1R,4R)-6-oxo-2,5-diazabicyclo[2.2.1]heptane-2-carboxylate